N1=CC(=CC=C1)CCNC(=O)N 1-[2-(pyridin-3-yl)ethyl]Urea